BrCC=1C=C(C=CC1)C=1N=NN(N1)C 5-(3-bromomethyl-phenyl)-2-methyl-2H-tetrazole